CC1=NOC(=C1C1=CSC2=C1N=CN=C2N[C@H](CN2CCN(CC2)S(=O)(=O)C2=C(N=C(S2)NC(OC)=O)C)C)C methyl N-[5-({4-[(2S)-2-{[7-(3,5-dimethyl-1,2-oxazol-4-yl)thieno[3,2-d]pyrimidin-4-yl]amino}propyl]piperazin-1-yl}sulfonyl)-4-methyl-1,3-thiazol-2-yl]carbamate